N-(2-(4,4-difluoropiperidin-1-yl)-6,7-dihydro-5H-cyclopenta[d]pyrimidin-4-yl)-4-nitro-2-(6-azaspiro[2.5]octan-6-yl)benzamide FC1(CCN(CC1)C=1N=C(C2=C(N1)CCC2)NC(C2=C(C=C(C=C2)[N+](=O)[O-])N2CCC1(CC1)CC2)=O)F